NC(C(C(=O)OC(C)(C)C)(C)C)=NO Tert-butyl 3-amino-3-(hydroxyimino)-2,2-dimethylpropionate